(R)-5-(2,5-dichloro-4-(5-(8-chloro-6-(trifluoromethyl)imidazo[1,2-a]pyridin-2-yl)-1,2,4-oxadiazol-3-yl)phenoxy)piperidin-2-one toluenesulfonate salt C(C1=CC=CC=C1)S(=O)(=O)O.ClC1=C(O[C@@H]2CCC(NC2)=O)C=C(C(=C1)C1=NOC(=N1)C=1N=C2N(C=C(C=C2Cl)C(F)(F)F)C1)Cl